(rac)-(tert-butoxycarbonyl)proline C(C)(C)(C)OC(=O)N1[C@@H](CCC1)C(=O)O |r|